Dibutyl 7,7'-((4-(2-(4-(2-((4-(bis(7-(2-ethylbutoxy)-2-hydroxy-7-oxoheptyl)amino)butyl)-disulfaneyl)ethyl)piperazin-1-yl)ethoxy)-4-oxobutyl)azanediyl)bis(6-hydroxyheptanoate) C(C)C(COC(CCCCC(CN(CCCCSSCCN1CCN(CC1)CCOC(CCCN(CC(CCCCC(=O)OCCCC)O)CC(CCCCC(=O)OCCCC)O)=O)CC(CCCCC(OCC(CC)CC)=O)O)O)=O)CC